C(C)(C)(C)OC(=O)N[C@H](C(=O)OC(C)(C)C)CC1=CC=C(C=C1)OCCNC(CCCCCN(C)C)=O tert-butyl (S)-2-((tert-butoxycarbonyl)amino)-3-(4-(2-(6-(dimethylamino)hexanamido)ethoxy)phenyl)propanoate